1-(3-ethoxy-4-methyl-1-phenyl-1H-pyrazol-5-yl)-3-((3s,4r)-1-(2-methoxyphenyl)-4-phenylpyrrolidin-3-yl)urea C(C)OC1=NN(C(=C1C)NC(=O)N[C@@H]1CN(C[C@H]1C1=CC=CC=C1)C1=C(C=CC=C1)OC)C1=CC=CC=C1